4-(5-(3-((6-(3-carboxypropanoyl)-3-methoxy-6,7-dihydro-5H-pyrrolo[3,4-b]pyridin-2-yl)oxy)propoxy)-6-methoxythieno[3,2-b]pyridin-2-yl)-4-oxobutanoic acid C(=O)(O)CCC(=O)N1CC2=NC(=C(C=C2C1)OC)OCCCOC1=C(C=C2C(=N1)C=C(S2)C(CCC(=O)O)=O)OC